OC1(CCN(CC1)C(C)=O)C1=CC=2/C(/N=C3N(C2C=N1)CCC3)=N/[C@H](C)C3=C(C(=CC=C3)C(F)(F)F)C (R,Z)-1-(4-hydroxy-4-(5-((1-(2-methyl-3-(trifluoromethyl)phenyl)ethyl)-imino)-5,7,8,9-tetrahydropyrido[4,3-e]pyrrolo[1,2-a]pyrimidin-3-yl)piperidin-1-yl)ethan-1-one